C(C)(C)(C)OC(=O)N1C[C@@H]([C@@](CC1)(O)C1=CC(=CC=C1)C#N)[C@](C(=O)OC(C)=O)(O)C1=CC=CC=C1 (3s,4r)-[1-tert-butoxycarbonyl-4-(3-cyanophenyl)-4-hydroxy-piperidin-3-yl](S)-O-acetyl-mandelic acid